tert-butyl 2-(4-((2S,5S)-18-(2,5-dioxo-2,5-dihydro-1H-pyrrol-1-yl)-5-isopropyl-4,7,10,13,16-pentaoxo-2-(3-ureidopropyl)-3,6,9,12,15-pentaazaoctadecanamido)phenyl)-2-hydroxyacetate O=C1N(C(C=C1)=O)CCC(NCC(NCC(NCC(N[C@H](C(N[C@H](C(=O)NC1=CC=C(C=C1)C(C(=O)OC(C)(C)C)O)CCCNC(=O)N)=O)C(C)C)=O)=O)=O)=O